N-(3-chloro-4-(methylsulfonyl)phenyl)-4-(2,6-dimethyl-pyridin-4-yl)thiazol ClC=1C=C(C=CC1S(=O)(=O)C)N1CSC=C1C1=CC(=NC(=C1)C)C